2-benzyl-6-oxa-2-azaspiro[3.4]octane C(C1=CC=CC=C1)N1CC2(C1)COCC2